(6-bromo-1-cyclobutyl-4-fluoro-1H-benzimidazol-2-yl)methanol BrC=1C=C(C2=C(N(C(=N2)CO)C2CCC2)C1)F